C(C)OP(=O)(OCC)OC1=C(C=C(C(=O)OC(C)(C)C)C=C1CO)F tert-butyl 4-((diethoxyphosphoryl)oxy)-3-fluoro-5-(hydroxymethyl)benzoate